P(=O)(O)(O)[O-].[K+].ClC1=C(C=C(C=C1)F)C1NC(C2=CC(=CC(=C12)NC(C1=CC(=CC(=C1)C(F)(F)F)F)=O)C=O)=O N-(3-(2-chloro-5-fluorophenyl)-6-formyl-1-oxoisoindolin-4-yl)-3-fluoro-5-(trifluoromethyl)benzamide Potassium dihydrogen phosphate